CS(=O)(=O)O.C(C1=CC=CC=C1)(=O)N benzamide methanesulfonate